(1,5-dimethylpyrazol-3-yl)methylamine CN1N=C(C=C1C)CN